FC(C=1C=C(C(=NC1)NC1=CC=C(C=C1)C(F)(F)F)C1=NOC(N1)=O)(F)F 3-[5-(trifluoromethyl)-2-[4-(trifluoromethyl)anilino]-3-pyridyl]-4H-1,2,4-oxadiazol-5-one